CC(CC)C(C(=O)O)CCC=C 2-(1-methylpropyl)-5-hexenoic acid